(R)-1-(3-(8-ethoxy-1-(4-(2-fluoro-3-methoxyphenoxy)phenyl)imidazo[1,5-a]pyrazin-3-yl)pyrrolidin-1-yl)but-2-yn-1-one C(C)OC=1C=2N(C=CN1)C(=NC2C2=CC=C(C=C2)OC2=C(C(=CC=C2)OC)F)[C@H]2CN(CC2)C(C#CC)=O